COC[C@@H]1CC[C@@]2(CCC[N+]12[O-])COC(C1=CC=CC=C1)(C1=CC=CC=C1)C1=CC=CC=C1 (3s,7as)-3-(methoxymethyl)-7a-((trityloxy)methyl)hexahydro-1H-pyrrolizine 4-oxide